2-((2-ethoxyphenoxy)methyl)morpholine hydrochloride Cl.C(C)OC1=C(OCC2CNCCO2)C=CC=C1